1,4-di-t-butylbenzene C(C)(C)(C)C1=CC=C(C=C1)C(C)(C)C